1-cyclopentyl-N-(2-fluoro-4-((5,6,7,8-tetrahydropyrido[3,4-d]pyrimidin-4-yl)oxy)phenyl)-3-(4-fluoroPhenyl)-2,4-dioxo-1,2,3,4-tetrahydropyrimidine-5-carboxamide C1(CCCC1)N1C(N(C(C(=C1)C(=O)NC1=C(C=C(C=C1)OC=1C2=C(N=CN1)CNCC2)F)=O)C2=CC=C(C=C2)F)=O